BrC1=C(C(=C(C2=NSN=C21)Br)[N+](=O)[O-])[N+](=O)[O-] 4,7-Dibromo-5,6-dinitrobenzo[c][1,2,5]thiadiazole